(S*)-1-(7-chloro-10,11-dihydrobenzo[6,7]oxepino[3,2-b]pyridin-10-yl)-N-methylmethanamine ClC1=CC2=C([C@H](CC3=NC=CC=C3O2)CNC)C=C1 |o1:5|